5-((4-benzhydryl-piperazin-1-yl)methyl)-2-(2,6-dioxopiperidin-3-yl)-6-fluoroisoindoline-1,3-dione C(C1=CC=CC=C1)(C1=CC=CC=C1)N1CCN(CC1)CC=1C=C2C(N(C(C2=CC1F)=O)C1C(NC(CC1)=O)=O)=O